CN(C(=O)C=1N(C2=CC=CC=C2C1)[C@@]1([C@H](C1)C)C1=NOC(N1)=O)C1=CC=CC=C1 N-methyl-1-((1s,2s)-2-methyl-1-(5-oxo-4,5-dihydro-1,2,4-oxadiazol-3-yl)cyclopropyl)-N-phenyl-1H-indole-2-carboxamide